Methyl 3-(3-tert-butyl-5-((3,5-di-tert-butyl-2-hydroxyphenyl) (hydroxy)methyl)-4-hydroxyphenyl)propanoate C(C)(C)(C)C=1C=C(C=C(C1O)C(O)C1=C(C(=CC(=C1)C(C)(C)C)C(C)(C)C)O)CCC(=O)OC